FCC1(CC(C1)C#N)OC (1R,3r)-3-(fluoromethyl)-3-methoxycyclobutanecarbonitrile